(2-(1H-imidazol-1-yl)phenyl)methanamine N1(C=NC=C1)C1=C(C=CC=C1)CN